5-chloro-4-(6,8-dihydro-5H-imidazo[1,2-a]pyrazin-7-yl)-2-(2-fluoro-4-pyridinyl)-1H-pyrimidin-6-one ClC1=C(N=C(NC1=O)C1=CC(=NC=C1)F)N1CC=2N(CC1)C=CN2